C(CCC\C=C/CC)OC(CCC(=O)OCCCCCCN(CCCCCCCC(=O)OCC\C=C/CC)CCO)OCCCC\C=C/CC (Z)-hex-3-en-1-yl 8-((6-((4,4-bis(((Z)-oct-5-en-1-yl)oxy)butanoyl)oxy)hexyl)(2-hydroxyethyl)amino)octanoate